4-[4-(ethylamino)-1-piperidyl]-N-(6-hydroxy-2-methyl-indazol-5-yl)-1H-indole-7-carboxamide C(C)NC1CCN(CC1)C1=C2C=CNC2=C(C=C1)C(=O)NC1=CC2=CN(N=C2C=C1O)C